5-Bromo-7-{[(4-methoxybenzyl)oxy]methyl}-1-benzothiophene BrC=1C=C(C2=C(C=CS2)C1)COCC1=CC=C(C=C1)OC